FC1=C(C(=CC(=C1)F)[N+](=O)[O-])N 2,4-difluoro-6-nitro-phenylamine